C1(=CC=CC=C1)C1=CC(=CC(=C1)N(C=1C=C2C=3C=CC=CC3N3C2=C(C1)C1=CC=CC=C13)C1=CC3=C(OC2=C3C=CC=C2)C(=C1)Cl)C1=CC=CC=C1 N-([1,1':3',1''-terphenyl]-5'-yl)-N-(4-chlorodibenzo[b,d]furan-2-yl)indolo[3,2,1-jk]carbazol-2-amine